COCCOC1=CC=C2C=CN(C2=C1)C(=O)NC 6-(2-methoxyethoxy)-N-methyl-1H-indol-1-carboxamid